(R)-tert-butyl-2-(bromomethyl)morpholine-4-carboxylate C(C)(C)(C)OC(=O)N1C[C@@H](OCC1)CBr